C(C1=CC=CC=C1)(C1=CC=CC=C1)(C1=CC=CC=C1)C1=[N+](C=CC=C1)C(C1=CC=CC=C1)(C1=CC=CC=C1)C1=CC=CC=C1 trityltritylpyridinium